7,7-dimethyl-6,7-dihydro-5H-pyrrolo[3,4-d]pyrimidin-5-one CC1(NC(C2=C1N=CN=C2)=O)C